C(CCCCCC(C)C)OC(=O)C1C(CCCC1)C(=O)OCCCCCCC(C)C diisononyl-1,2-cyclohexane-dicarboxylate